CC1=CC(=NN1C=1C=C2C=CN(C2=CC1)CC1=CC=C(C=C1)C=1CCN(CC1)S(=O)(=O)C)C(=O)N 5-Methyl-1-(1-(4-(1-(methylsulfonyl)-1,2,3,6-tetrahydropyridin-4-yl)benzyl)-1H-indol-5-yl)-1H-pyrazol-3-carboxamid